ClC1=CC(=C(C(=C1)OC[C@H]1CNCCS1)C1=CC(=NN1)NC=1N=CC(=NC1)C#N)OC (R)-5-((5-(4-chloro-2-methoxy-6-(thiomorpholin-2-ylmethoxy)phenyl)-1H-pyrazol-3-yl)amino)pyrazine-2-carbonitrile